2-Chloro-N-{2-[4-(difluoromethyl)-1,3-thiazol-5-yl]-2-{4-[(5-fluoro-6-methylpyrimidin-4-yl)oxy]piperidin-1-yl}ethyl}-6-fluorobenzamid ClC1=C(C(=O)NCC(N2CCC(CC2)OC2=NC=NC(=C2F)C)C2=C(N=CS2)C(F)F)C(=CC=C1)F